vinylbenzyl-trioctylphosphonium chloride [Cl-].C(=C)CCCCCCCC[P+](CCCCCCCC)(CCCCCCCC)CC1=CC=CC=C1